mercapto-N-(2-(methyl-(quinazolin-4-yl)amino)pyrimidin-5-yl)acetamide SCC(=O)NC=1C=NC(=NC1)N(C1=NC=NC2=CC=CC=C12)C